NC=1C2=C(N=CN1)N(C=C2)C2=CC=C(CNC(=O)C=1C=NN(C1CC1=CC=CC=C1)C)C=C2 N-(4-(4-amino-7H-pyrrolo[2,3-d]pyrimidine-7-yl)benzyl)-5-benzyl-1-methyl-1H-pyrazole-4-carboxamide